NC1=C2C(=NC=N1)N(N=C2C2=CC=C1C=C(NC1=C2)C(NC)=O)C2CN(C2)C(=O)OC(C)(C)C tert-butyl 3-[4-amino-3-[2-(methylcarbamoyl)-1H-indol-6-yl]pyrazolo[3,4-d]pyrimidin-1-yl]azetidine-1-carboxylate